1-hex-2-ensulfonat C(C=CCCC)S(=O)(=O)[O-]